FC(C(=O)[O-])(F)F.NC(=O)C1=CC=CC2=CN(N=C12)C1=CC=C(C=C1)NC(=O)C1[NH+](CCCC1)CC1=CC=CC=C1 2-[({4-[7-(aminocarbonyl)-2H-indazol-2-yl]phenyl}amino)carbonyl]-1-benzylpiperidinium trifluoroacetate